C/C(/C=C/C=O)=C/C1=CC=C(C=C1)C (2E,4Z)-4-methyl-5-(4-methylphenyl)-2,4-pentanedienal